COC1=C2C=C(NC2=CC=C1)C(=O)N[C@H](C(=O)N[C@H](C#C)CCS(=O)(=O)C)CC(C)C 4-methoxy-N-((S)-4-methyl-1-(((S)-5-(methylsulfonyl)pent-1-yn-3-yl)amino)-1-oxopentan-2-yl)-1H-indole-2-carboxamide